7-methyl-N-((S)-5-methyl-4-oxo-2,3,4,5-tetrahydrobenzo[b][1,4]oxazepin-3-yl)-7-propyl-5,7-dihydrofuro[3,4-d]pyrimidine-2-carboxamide CC1(OCC2=C1N=C(N=C2)C(=O)N[C@@H]2C(N(C1=C(OC2)C=CC=C1)C)=O)CCC